COC1=CC=C(C=C1)S(=O)(=O)NC1=CC=CC2=CC=CC=C12 4-methoxy-N-(1-naphthyl)benzenesulfonamide